ClC1=C(C(=CC=2SC(=CC21)C(CCC(=O)OCC)=O)OC)OCCCOC=2C(=C1CNCC1=CC2OC)F ethyl 4-(4-chloro-5-(3-((4-fluoro-6-methoxyisoindolin-5-yl) oxy) propoxy)-6-methoxybenzo[b]thiophen-2-yl)-4-oxobutanoate